FC1(CC12CC1(CCC(N1C2)=O)C(=O)OCC)F ethyl (cis)-2,2-difluoro-5'-oxodihydro-1'H,3'H-spiro[cyclopropan-1,2'-pyrrolizin]-7a'(5'H)-formate